2,5-difluoro-N-(5-chlorothiazol-2-yl)-anilinesulfonamide FC1=C(NS(=O)(=O)NC=2SC(=CN2)Cl)C=C(C=C1)F